3-amino-5-(4-fluorophenyl)-N-((3-(2-(methylamino)ethoxy)pyridin-2-yl)methyl)-6-(3-methylimidazo[1,2-a]pyridin-6-yl)pyrazine-2-carboxamide 2,2,2-trifluoroacetate FC(C(=O)O)(F)F.NC=1C(=NC(=C(N1)C1=CC=C(C=C1)F)C=1C=CC=2N(C1)C(=CN2)C)C(=O)NCC2=NC=CC=C2OCCNC